(R)-1-(2-chloro-5-methoxy-phenyl)-6-fluoro-4-oxo-7-(2-((pyridin-2-yloxy)methyl)pyrrolidin-1-yl)-1,4-dihydro-quinoline-3-carboxylic acid ClC1=C(C=C(C=C1)OC)N1C=C(C(C2=CC(=C(C=C12)N1[C@H](CCC1)COC1=NC=CC=C1)F)=O)C(=O)O